C(CCCCCCCCC)C(C(=O)OCC)(C(=O)OCC)CCCCCCCCCC diethyl 2,2-didecylmalonate